NCC(CCCCCCC)N 1,2-diaminononane